3-fluoro-2-butene-1,4-sultone FC1=CCS(=O)(=O)OC1